(2S,4R)-1-[(2S)-2-(4-cyclopropyltriazol-1-yl)-3,3-dimethyl-butanoyl]-4-hydroxy-N-[(7-hydroxypyrazolo[1,5-a]pyrimidin-5-yl)methyl]pyrrolidine-2-carboxamide C1(CC1)C=1N=NN(C1)[C@H](C(=O)N1[C@@H](C[C@H](C1)O)C(=O)NCC1=NC=2N(C(=C1)O)N=CC2)C(C)(C)C